N-tert-butyl-2-(3-(cycloheptylmethylene)thiophen-2-yl)acetamide C(C)(C)(C)NC(CC1SC=CC1=CC1CCCCCC1)=O